(S)-5-benzyl-N-(7-(3-fluoroazetidin-1-yl)-5-methyl-4-oxo-2,3,4,5-tetrahydrobenzo[b][1,4]oxazepin-3-yl)-1H-1,2,4-triazole-3-carboxamide C(C1=CC=CC=C1)C1=NC(=NN1)C(=O)N[C@@H]1C(N(C2=C(OC1)C=CC(=C2)N2CC(C2)F)C)=O